1-(prop-1-yn-1-yl)-6,7-dihydro-7,14-methanobenzo[f]benzo[4,5]imidazo[1,2-a][1,4]diazocin-5(14H)-one C(#CC)C1=CC=CC=2C(NC3C=4N(C(C21)C3)C3=C(N4)C=CC=C3)=O